O.O.Cl.Cl.N1C=CC=C2C(N=CC=C12)=O [1,6]naphthyridin-5(1H)-one dihydrochloride dihydrate